N-[(S)-1-(3,4-difluoro-5-methoxyphenyl)ethyl]-4-[(S)-5-methyl-1,4-diazepan-1-yl]-8-cyclopropyl-6-methyl-1,7-diaza-3-naphthamide FC=1C=C(C=C(C1F)OC)[C@H](C)NC(=O)C=1C=NC2=C(N=C(C=C2C1N1CCN[C@H](CC1)C)C)C1CC1